di(3-methylbutyl) azelate C(CCCCCCCC(=O)OCCC(C)C)(=O)OCCC(C)C